5-fluoro-2-(1-(4-fluorobenzyl)piperidin-4-yl)-1,2,3,4-tetrahydroisoquinoline FC1=C2CCN(CC2=CC=C1)C1CCN(CC1)CC1=CC=C(C=C1)F